(R)-N-(2-fluoro-3-hydroxy-3-methylbutyl)-7-(isopropylamino)-2-(6-methoxypyridin-2-yl)pyrazolo[1,5-a]pyrimidine-6-carboxamide F[C@H](CNC(=O)C=1C=NC=2N(C1NC(C)C)N=C(C2)C2=NC(=CC=C2)OC)C(C)(C)O